4-methylphenylethynyl-piperidone CC1=CC=C(C=C1)C#CN1C(CCCC1)=O